15,18-Dihydroxyheptacosanoic acid OC(CCCCCCCCCCCCCC(=O)O)CCC(CCCCCCCCC)O